Chloro-tetrahydro-1H-azepin-1-carbonylchlorid ClC1N(C=CCCC1)C(=O)Cl